BrC=1C=C2C(=CC1)C(N(CC21CC1)C1(CC1)C(=O)OC)=O methyl 1-(6-bromo-1-oxospiro[3H-isoquinoline-4,1'-cyclopropane]-2-yl)cyclopropane-1-carboxylate